C[Si](CCCN=C(CC(C)C)CC)(OC)OC 3-methyldimethoxysilyl-N-(1-ethyl-3-methylbutylidene)-propylamine